Methyl 2-(2-((2-chloro-3-(2,3-dichloropyridin-4-yl)phenyl)carbamoyl)-1-methyl-1,4,6,7-tetrahydro-5H-imidazo[4,5-c]pyridin-5-yl)acetate ClC1=C(C=CC=C1C1=C(C(=NC=C1)Cl)Cl)NC(=O)C=1N(C2=C(CN(CC2)CC(=O)OC)N1)C